2-[[1-[2-(2-fluorophenyl)acetyl]piperidin-4-yl]methyl]-6-pyrazol-1-ylpyridazin-3-one FC1=C(C=CC=C1)CC(=O)N1CCC(CC1)CN1N=C(C=CC1=O)N1N=CC=C1